C(C1=CC=CC=C1)OC1CCC(CC1)CCCN 3-((1R,4s)-4-(benzyloxy)cyclohexyl)propan-1-amine